Cl.N[C@H](C(=O)OC)[C@H](C)O (2S,3S)-Methyl 2-amino-3-hydroxybutanoate hydrochloride